2-(2-(4-((3-carbamoylpyridin-2-yl)oxy)-3-fluorophenyl)acetamido)-1-(2-methoxyethyl)-1H-benzo[d]imidazole-5-carboxamide C(N)(=O)C=1C(=NC=CC1)OC1=C(C=C(C=C1)CC(=O)NC1=NC2=C(N1CCOC)C=CC(=C2)C(=O)N)F